1-[(2R,4S,5R)-4-(benzyloxy)-5-[(benzyloxy)methyl]-5-(2,2,2-trifluoroethyl)oxolan-2-yl]-3H-pyrimidine-2,4-dione C(C1=CC=CC=C1)O[C@H]1C[C@@H](O[C@]1(CC(F)(F)F)COCC1=CC=CC=C1)N1C(NC(C=C1)=O)=O